P(O)(O)(=S)O[C@H]1[C@H]([C@@H](O[C@@H]1CO)N1C=NC=2C(=O)NC(N)=NC12)OF 2'-O-fluoro guanosine-3'-phosphorothioate